bis(octyltetramethylpiperidyl) sebacate C(CCCCCCCCC(=O)ON1C(C(C(CC1)CCCCCCCC)(C)C)(C)C)(=O)ON1C(C(C(CC1)CCCCCCCC)(C)C)(C)C